(2S)-4-((3,3-difluoro-2-hydroxypropyl)(4-(5,6,7,8-tetrahydro-1,8-naphthyridin-2-yl)butyl)amino)-2-(quinazolin-4-ylamino)butyric acid FC(C(CN(CC[C@@H](C(=O)O)NC1=NC=NC2=CC=CC=C12)CCCCC1=NC=2NCCCC2C=C1)O)F